6-methyl-N-((S)-5-methyl-4-oxo-2,3,4,5-tetrahydrobenzo[b][1,4]oxazepin-3-yl)-4,5,6,8-tetrahydro-1H-oxepino[3,4-c]pyrazole-3-carboxamide CC1CCC2=C(NN=C2C(=O)N[C@@H]2C(N(C3=C(OC2)C=CC=C3)C)=O)CO1